(R)-4-(2,3-bis(stearoyloxy)propoxy)-4-oxobutanoic acid C(CCCCCCCCCCCCCCCCC)(=O)O[C@@H](COC(CCC(=O)O)=O)COC(CCCCCCCCCCCCCCCCC)=O